4-(2-(2-naphthyl)-2-oxoethyl)piperidine-1-carboxylic acid tert-butyl ester C(C)(C)(C)OC(=O)N1CCC(CC1)CC(=O)C1=CC2=CC=CC=C2C=C1